6-chloro-1-(2-fluoro-1-(pyridin-3-yl)ethyl)-1H-pyrazolo[3,4-b]pyrazine ClC1=CN=C2C(=N1)N(N=C2)C(CF)C=2C=NC=CC2